(1-trityl-3-vinyl-1H-pyrazolo[4,3-c]pyridin-6-yl)acetamide C(C1=CC=CC=C1)(C1=CC=CC=C1)(C1=CC=CC=C1)N1N=C(C=2C=NC(=CC21)CC(=O)N)C=C